FC=1C=CC=2C(N3C(=NC2C1)C(CC3)CC(C(=O)OC)C(=O)OC)=O Dimethyl 2-((6-fluoro-9-oxo-1,2,3,9-tetrahydropyrrolo[2,1-b]quinazolin-3-yl)methyl)malonate